butyl (1R,5S)-3-(7-(8-chloro-3-(methoxymethoxy)naphthalen-1-yl)-8-fluoro-2-((tetrahydro-1H-pyrrolizin-7a(5H)-yl)methoxy)quinazolin-4-yl)-3,8-diazabicyclo[3.2.1]octane-8-carboxylate ClC=1C=CC=C2C=C(C=C(C12)C1=CC=C2C(=NC(=NC2=C1F)OCC12CCCN2CCC1)N1C[C@H]2CC[C@@H](C1)N2C(=O)OCCCC)OCOC